(1r,4r)-4-(2-(5-isopropyl-2-methyl-8-oxothiazolo[5',4':4,5]pyrrolo[1,2-d][1,2,4]triazin-7(8H)-yl)acetamido)cyclohexane-1-carboxylic acid C(C)(C)C1=NN(C(C=2N1C1=C(C2)SC(=N1)C)=O)CC(=O)NC1CCC(CC1)C(=O)O